tetrabutylphosphine triazolate N1N=NC(=C1)C(=O)O.C(CCC)P(CCCC)(CCCC)CCCC